NCCOCCOCCC(=O)NC1=C2C=CN(C2=CC=C1C(=O)NC1=NC=C(C=N1)C)S(=O)(=O)C1=CC=C(C)C=C1 4-(3-(2-(2-aminoethoxy)ethoxy)propanamido)-N-(5-methylpyrimidin-2-yl)-1-tosyl-1H-indole-5-carboxamide